C(C)(C)NC(=O)C1=CN(CC(C2=C1NC=1C=CC=CC21)(C)C)C(C2=CC=C(C=C2)F)=O 3-(4-fluoro-benzoyl)-1,1-dimethyl-1,2,3,6-tetrahydro-azepino[4,5-b]indole-5-carboxylic acid isopropylamide